3,4-dimethyl-1,2-oxazol CC1=NOC=C1C